2-amino-5-(2-(2-(4,4-difluoropiperidin-1-yl)ethyl)-2H-indazol-5-yl)nicotinic acid methyl ester COC(C1=C(N=CC(=C1)C1=CC2=CN(N=C2C=C1)CCN1CCC(CC1)(F)F)N)=O